C[C@@H]1CC[C@@H](C(C1)=O)C(C)C (2R,5R)-5-methyl-2-(1-methylethyl)-Cyclohexanone